C1[C@]2([C@H]([C@@H](O1)[C@@H](O2)N3C=NC4=C(N=CN=C43)N)O)CO 2'-O,4'-C-methyleneadenosine